ClC1=C(C=C2C(=C(N(C2=C1)C=1C=NN(C1)CCC)CC)NC(NC=1C=CC(=C(C(=O)O)C1)F)=O)OC 5-(3-(6-chloro-2-ethyl-5-methoxy-1-(1-propyl-1H-pyrazol-4-yl)-1H-indol-3-yl)ureido)-2-fluorobenzoic acid